ClC=1SC=C(C1)CCl 2-chloro-4-(chloromethyl)thiophene